4-(4-(hydroxymethyl)-5-(trifluoromethyl)thiazol-2-yl)tetrahydro-2H-pyran-4-ol propyl-toluate C(CC)C1=C(C(=CC=C1)C)C(=O)OC1(CCOCC1)C=1SC(=C(N1)CO)C(F)(F)F